cyclohexanecarboxylic acid 2-methoxy-4-ethylphenyl ester COC1=C(C=CC(=C1)CC)OC(=O)C1CCCCC1